4-(5-(5-(1-cyano-2,3-dihydro-1H-inden-4-yl)-6-methoxy-1-(4-methoxybenzyl)-1H-pyrazolo[4,3-b]Pyridin-3-yl)pyridin-2-yl)piperidine-1-carboxylic acid tert-butyl ester C(C)(C)(C)OC(=O)N1CCC(CC1)C1=NC=C(C=C1)C1=NN(C=2C1=NC(=C(C2)OC)C2=C1CCC(C1=CC=C2)C#N)CC2=CC=C(C=C2)OC